6-acetyl-N-(6-methoxy-1-methylindazol-7-yl)-N-methylpyridine-3-sulfonamide C(C)(=O)C1=CC=C(C=N1)S(=O)(=O)N(C)C=1C(=CC=C2C=NN(C12)C)OC